ClC=1C=C(C=C(C1)C(F)(F)F)NC=1C=C(C=CC1F)N(C(C)=O)C 3-[[3-chloro-5-(trifluoromethyl)phenyl]amino]-N-(4-fluoro-phenyl)-N-methylacetamide